BrC=1C=C(C(=O)NN2[C@H]([C@@H](CC2=O)C2=CC=CC=C2)C(=O)OCC)C=CC1 (2R,3S)-ethyl 1-(3-bromobenzamido)-5-oxo-3-phenylpyrrolidine-2-carboxylate